1,4-dicyanooxy-2,3,4-trimethylbenzene C(#N)OC1=C(C(C(C=C1)(C)OC#N)C)C